1-(4-(1-(2,2-difluorocyclopropyl)-6-((5-methylthiazol-2-yl)amino)-1H-pyrrolo[3,2-c]pyridin-4-yl)-3,6-dihydropyridin-1(2H)-yl)prop-2-en-1-one FC1(C(C1)N1C=CC=2C(=NC(=CC21)NC=2SC(=CN2)C)C=2CCN(CC2)C(C=C)=O)F